4-methyl-4-(methylthio)piperidine CC1(CCNCC1)SC